(2S)-1-(3-(3-chloro-8,9-dihydropyrido[3',2':4,5]pyrrolo[1,2-a]pyrazin-7(6H)-yl)-2-hydroxy-3-oxopropoxy)propan ClC1=CC=2C=C3N(CCN(C3)C([C@H](COCCC)O)=O)C2N=C1